C1N(CCC2=CC=CC=C12)CC1=CC(C(=CO1)OC(C)C1CC2(C1)CCN(CC2)C(=O)OC(C)(C)C)=O tert-butyl 2-(1-((6-((3,4-dihydroisoquinolin-2(1H)-yl) methyl)-4-oxo-4H-pyran-3-yl) oxy) ethyl)-7-azaspiro[3.5]nonane-7-carboxylate